1-benzyl-2-methyl-2-oxo-1,3,2-diazaphospholane C(C1=CC=CC=C1)N1P(NCC1)(=O)C